ClC[C@H](CNC(OC(C)(C)C)=O)O tert-Butyl N-[(2S)-3-chloro-2-hydroxy-propyl]carbamate